(S)-ethyl 2-(3-hydroxypropyl)-4-methyl-4-nitropentanoate OCCC[C@H](C(=O)OCC)CC(C)([N+](=O)[O-])C